(S)-2-((tert-butoxycarbonyl)(methyl)amino)hept-6-enoic acid C(C)(C)(C)OC(=O)N([C@H](C(=O)O)CCCC=C)C